COC1C[C@H]2CC[C@@H](C1)N2 (1R,3R,5S)-3-methoxy-8-azabicyclo[3.2.1]octan